Ethyl (3S)-3-((R)-2-((methylsulfonyl)oxy)pent-4-enamido)-3-(2',4,4'-trifluoro-6'-(hex-5-en-1-yl)-6-methyl-[1,1'-biphenyl]-3-yl)propanoate CS(=O)(=O)O[C@@H](C(=O)N[C@@H](CC(=O)OCC)C=1C=C(C(=CC1F)C)C1=C(C=C(C=C1CCCCC=C)F)F)CC=C